(4-{[6-(4-Bromo-phenylcarbamoyl)-pyridine-3-carbonyl]-amino}-benzyl)-carbamic acid tert-butyl ester C(C)(C)(C)OC(NCC1=CC=C(C=C1)NC(=O)C=1C=NC(=CC1)C(NC1=CC=C(C=C1)Br)=O)=O